(2R,4S)-1-[(2R)-2-[[2-[3-[3-(2-aminoethoxy)propoxy]propoxy]acetyl]amino]-3,3-dimethyl-butanoyl]-4-hydroxy-N-[[4-(4-methylthiazol-5-yl)phenyl]methyl]pyrrolidine-2-carboxamide NCCOCCCOCCCOCC(=O)N[C@@H](C(=O)N1[C@H](C[C@@H](C1)O)C(=O)NCC1=CC=C(C=C1)C1=C(N=CS1)C)C(C)(C)C